6-(3-isopropyl-5-((1R,5S)-8-((3-methyloxobutan-3-yl)methyl)-8-azabicyclo[3.2.1]oct-3-yl)-1H-indol-2-yl)-7,8-dimethyl-[1,2,4]triazolo[4,3-a]pyridine C(C)(C)C1=C(NC2=CC=C(C=C12)C1C[C@H]2CC[C@@H](C1)N2CC(CC)(C=O)C)C=2C(=C(C=1N(C2)C=NN1)C)C